N-(5-chloro-6-(2H-1,2,3-triazol-2-yl)pyridin-3-yl)-2-(difluoromethyl)-8-methyl-8-(trifluoromethyl)-7,8-dihydro-6H-pyrazolo[1,5-a]pyrrolo[2,3-e]pyrimidine-6-carboxamide ClC=1C=C(C=NC1N1N=CC=N1)NC(=O)N1CC(C2=C1C=NC=1N2N=C(C1)C(F)F)(C(F)(F)F)C